ClC1=CC=C(C(=N1)C(=O)O)N[C@H](C)C1=C2N=C(C(=NC2=CC(=C1)C)C#N)N1CC2=CC(=CC=C2CC1)C#N (R)-6-chloro-3-((1-(2-cyano-3-(7-cyano-3,4-dihydroisoquinolin-2(1H)-yl)-7-methylquinoxalin-5-yl)ethyl)amino)picolinic acid